[N+](=O)([O-])C1=CC=C(C=C1)S(=O)(=O)O[C@@H](C(=O)NC1=CC(=C(C=C1)N)F)CC (R)-1-((4-amino-3-fluorophenyl)amino)-1-oxobutan-2-yl p-nitrobenzenesulfonate